ClC1=CC=C2C(=N1)C(=C(N2)C=2C(=NC=CC2)[C@H](C)OC)CC(C(=O)OC)(C)C methyl (S)-3-(5-chloro-2-(2-(1-methoxyethyl) pyridin-3-yl)-1H-pyrrolo[3,2-b]pyridin-3-yl)-2,2-dimethylpropanoate